N1(C=NC=C1)CCCNC1=NC=CC(=N1)NC=1C=CC=2N(C3=CC=CC=C3C2C1)CC N2-(3-(1H-imidazol-1-yl)propyl)-N4-(9-ethyl-9H-carbazol-3-yl)pyrimidine-2,4-diamine